(1-(1-methyl-4-(trifluoromethyl)-1H-imidazol-2-yl)-2-oxabicyclo[2.2.2]octan-4-yl)methyl-4-methylbenzenesulfonate CN1C(=NC(=C1)C(F)(F)F)C12OCC(CC1)(CC2)COS(=O)(=O)C2=CC=C(C=C2)C